(S)-N-(7-(3-hydroxy-3-methylbut-1-yn-1-yl)-5-methyl-4-oxo-2,3,4,5-tetrahydrobenzo[b][1,4]oxazepin-3-yl)-4-(pyridin-3-yloxy)pyridineamide OC(C#CC1=CC2=C(OC[C@@H](C(N2C)=O)NC(=O)C2=NC=CC(=C2)OC=2C=NC=CC2)C=C1)(C)C